C1(CC1)[C@@H](C(=O)OCC1=CC=CC=C1)CC=C (S)-benzyl 2-cyclopropylpent-4-enoate